ClC=1C=C2C(=CC1Cl)NC([C@]21CN(CC1)S(=O)(=O)CCOC)=O (3S)-5,6-dichloro-1'-(2-methoxyethanesulfonyl)-1H-spiro[indole-3,3'-pyrrolidin]-2-one